trimethoxy(3-((2-(4-methylcyclohex-3-en-1-yl)propan-2-yl)thio)propyl)silane CO[Si](CCCSC(C)(C)C1CC=C(CC1)C)(OC)OC